(1R,5S)-8-(2-methoxyethyl)-3,8-diazabicyclo[3.2.1]octane COCCN1[C@H]2CNC[C@@H]1CC2